3-bromo-4-fluoro-N-[(4-methoxyphenyl)methyl]benzenesulfonamide BrC=1C=C(C=CC1F)S(=O)(=O)NCC1=CC=C(C=C1)OC